ClC1=NC=C(C(=N1)C)C(=O)NCC1=CC(=CC=C1)C(F)(F)F 2-chloro-4-methyl-N-(3-(trifluoromethyl)benzyl)pyrimidine-5-carboxamide